FC(C1=NN=C(O1)CNC(OC(C)(C)C)=O)(F)F tert-butyl N-[[5-(trifluoromethyl)-1,3,4-oxadiazol-2-yl]methyl]carbamate